4-(4'-chloro-3'-fluoro-[1,1'-biphenyl]-4-yl)-1H-1,2,3-triazole-5-carboxylic acid ClC1=C(C=C(C=C1)C1=CC=C(C=C1)C=1N=NNC1C(=O)O)F